tricresyl phosphate dicyclohexyl-phthalate dioctyl-phthalate C(CCCCCCC)OC(C=1C(C(=O)OCCCCCCCC)=CC=CC1)=O.C1(CCCCC1)OC(C=1C(C(=O)OC2CCCCC2)=CC=CC1)=O.P(=O)(OC1=CC=C(C=C1)C)(OC1=CC=C(C=C1)C)OC1=CC=C(C=C1)C